(5-ethylthiophen-3-yl)ethane-1,2-diol C(C)C1=CC(=CS1)C(CO)O